N1(CCC1)C=1C2=C(N=C(N1)C#N)N(C=C2)[C@H]2[C@@H]([C@@H]([C@H](O2)COCP(O)(O)=O)O)O [(2R,3S,4R,5R)-5-[4-(azetidin-1-yl)-2-cyano-pyrrolo[2,3-d]-pyrimidin-7-yl]-3,4-dihydroxy-tetrahydro-furan-2-yl]methoxy-methylphosphonic acid